ClC1=NC=C(C=N1)Cl 2,5-dichloropyrimidine